C(C)(C)(C)OC(=O)NC1=C(C=C(C=C1)C(C(=O)OCC)N1CCOCC1)F ethyl 2-(4-((tert-butoxycarbonyl)amino)-3-fluorophenyl)-2-morpholinoacetate